I.FC1=C(C=C(C=C1)OC=1C(=C2C=CNC2=C(C1F)F)F)C(=N)SC methyl 2-fluoro-5-[(4,6,7-trifluoro-1H-indol-5-yl)oxy]benzenecarboximidothioate hydroiodide